[Cl-].[Cl-].CC1=C(C(=C(C1[Si](C)(C)C=1C(C2=CC=CC=C2C1C1=CC=CC=C1)[Zr+2])C)C)C [Tetramethylcyclopentadienyldimethylsilyl(3-phenylindenyl)]zirconium dichloride